BrC=1C(=NC=CC1)N1CCN(CC1)C1CC2(CN(C2)C(=O)OC(C)(C)C)CC1 tert-butyl 6-(4-(3-bromopyridin-2-yl)piperazin-1-yl)-2-azaspiro[3.4]-octane-2-carboxylate